N[C@@H](CC(=O)N)C#C (3S)-3-aminopent-4-ynamide